1-(2-amino-2-oxoethyl)-N-((5-phenyl-1,3,4-thiadiazol-2-yl)methyl)-1H-1,2,3-triazole-4-carboxamide NC(CN1N=NC(=C1)C(=O)NCC=1SC(=NN1)C1=CC=CC=C1)=O